C(C)(=O)C1=NN(C2=CC=C(C=C12)C=1C=NC=2N(C1)N=C(C2)C)CC(=O)N2[C@@H]1C[C@@H]1C[C@H]2C(=O)NC2=NC(=C(N=C2)C)Br (1R,3S,5R)-2-(2-(3-acetyl-5-(2-methylpyrazolo[1,5-a]pyrimidin-6-yl)-1H-indazol-1-yl)acetyl)-N-(6-bromo-5-methylpyrazin-2-yl)-2-azabicyclo[3.1.0]hexane-3-carboxamide